N-(5-((6-Methoxy-7-(3-morpholinopropoxy)chinolin-4-yl)oxy)pyridin-2-yl)-4-phenylpyrimidin-2-carboxamid COC=1C=C2C(=CC=NC2=CC1OCCCN1CCOCC1)OC=1C=CC(=NC1)NC(=O)C1=NC=CC(=N1)C1=CC=CC=C1